(Z)-3-fluoro-4-(4-(1-isopropyl-1H-pyrazol-5-yl)-6-(trifluoromethyl)-1H-benzo[d]imidazol-1-yl)but-2-en-1-amine Hydrochloride Cl.F\C(=C/CN)\CN1C=NC2=C1C=C(C=C2C2=CC=NN2C(C)C)C(F)(F)F